(2R,3S,4S)-2-[(4-chlorophenyl)methyl]-4-hydroxypyrrolidin-3-yl N-{[4-(trifluoromethoxy)phenyl]methyl}carbamate FC(OC1=CC=C(C=C1)CNC(O[C@H]1[C@H](NC[C@@H]1O)CC1=CC=C(C=C1)Cl)=O)(F)F